4-bromo-3-(methoxymethoxy)pyridine BrC1=C(C=NC=C1)OCOC